C[Si](C(C(=O)OCCCCCC)C)(OC)OC hexyl α-methyldimethoxysilylpropionate